C(C)(C)(C)OC(=O)N1CCC(CC1)C=1C=NN2C1C=CC(=C2)C(=O)O 3-(1-(tert-butoxycarbonyl)piperidin-4-yl)pyrazolo[1,5-a]pyridine-6-carboxylic acid